C(C1=CC=CC=C1)C1(C(C(=O)C2=CC=C(C=C2)N2CCOCC2)C=CC=C1)N(C)C 2-benzyl-2-(dimethylamino)-4'-morpholinobenzophenone